1-C-[4-chloro-3-[[4-[[(3S)-tetrahydro-3-furyl]oxy]phenyl]methyl]phenyl]-D-glucitol ClC1=C(C=C(C=C1)C([C@H](O)[C@@H](O)[C@H](O)[C@H](O)CO)O)CC1=CC=C(C=C1)O[C@@H]1COCC1